1-(2-fluorobenzyl)-5-(isoxazol-3-yl)-1H-1,2,4-triazole-3-carboxylic acid FC1=C(CN2N=C(N=C2C2=NOC=C2)C(=O)O)C=CC=C1